hydroxy-phenyl-acetic acid 2-[2-oxo-2-phenyl-acetoxy-ethoxy]-ethyl ester O=C(C(=O)OCCOCCOC(C(C1=CC=CC=C1)O)=O)C1=CC=CC=C1